BrC=1C=C(CN(C1)C)N1N=C2C(=C1)CCC2C2=CC=CC=C2 5-Bromo-1-methyl-3-(6-phenyl-5,6-dihydrocyclopenta[c]pyrazol-2(4H)-yl)pyridine